3-(((7-(2-Aminopyrimidin-4-yl)-2,3-dihydrofuro[3,2-c]pyridin-4-yl)amino)methyl)-N-(2-methoxyethyl)benzamid NC1=NC=CC(=N1)C=1C2=C(C(=NC1)NCC=1C=C(C(=O)NCCOC)C=CC1)CCO2